2-((2-((2-chloropyridin-3-yl)thio)quinolin-6-yl)carbamoyl)-4-methoxypyridin-3-yl acetate C(C)(=O)OC=1C(=NC=CC1OC)C(NC=1C=C2C=CC(=NC2=CC1)SC=1C(=NC=CC1)Cl)=O